O1OOC1C(CC(=O)O)C(=O)O trioxetane-succinic acid